benzyl (5-fluoro-2-(oxiran-2-yl)pyridin-4-yl)carbamate FC=1C(=CC(=NC1)C1OC1)NC(OCC1=CC=CC=C1)=O